COC(C1=CC=C(C=C1)SC1=CC=C(C=C1)Br)(C1=CC=CC=C1)OC 4-(4-bromophenylthio)benzophenone dimethyl acetal